2,4-Di-(azetidin-1-yl)-6-hexadecylpyrimidine N1(CCC1)C1=NC(=CC(=N1)N1CCC1)CCCCCCCCCCCCCCCC